COC1=C(C=CC(=N1)C(=O)N1CCOCC1)[N+](=O)[O-] (6-methoxy-5-nitro-2-pyridinyl)-morpholino-methanone